tert-butyl (3-(7-carbamoyl-5-fluoro-2-methyl-1H-indol-4-yl)cyclohex-2-en-1-yl)carbamate C(N)(=O)C=1C=C(C(=C2C=C(NC12)C)C1=CC(CCC1)NC(OC(C)(C)C)=O)F